(R)-(4-bromo-5-chloro-6-fluoro-2-phenyl-2,3-dihydrobenzofuran-2-yl)methanamine BrC1=C(C(=CC2=C1C[C@@](O2)(C2=CC=CC=C2)CN)F)Cl